CC(=O)C1=C(C2(C(=O)C3=C(C4=C(C=C(C=C4C=C3CC2(CC1=O)O)OC)O)O)O)[O-] The molecule is an enolate resulting from the deprotonation of the hydroxy group of the enol moiety of TAN-1612. It is a conjugate base of a TAN-1612.